C(C1=CC=CC=C1)OC=1C=CC=2[C@H]3CC[C@@]4([C@](CC[C@H]4[C@@H]3CCC2C1)(O)CCN1C(C2=CC=CC=C2C1=O)=O)C 2-(2-((8R,9S,13S,14S,17R)-3-(benzyloxy)-17-hydroxy-13-methyl-7,8,9,11,12,13,14,15,16,17-decahydro-6H-cyclopenta[a]phenanthren-17-yl)ethyl)isoindoline-1,3-dione